N-methyl-4-(ethylimino)-2-penten-2-amine CNC(C)=CC(C)=NCC